1-((2-(2,6-Dioxopiperidin-3-yl)-1,3-dioxoisoindolin-4-yl)amino)-3,6,9,12,15-pentoxaoctadecane-18-oic acid O=C1NC(CCC1N1C(C2=CC=CC(=C2C1=O)NCCOCCOCCOCCOCCOCCC(=O)O)=O)=O